((S)-1-(3-iodophenyl)but-3-en-1-yl)tetrahydro-2H-pyran-3-carboxamide IC=1C=C(C=CC1)[C@H](CC=C)C1OCCCC1C(=O)N